BrC1=CC(=C2C(C(N(C2=C1)C1CC(C1)(C#N)N1CCCCC1)=O)(C)C)C(F)F (1s,3s)-3-(6-bromo-4-(difluoromethyl)-3,3-dimethyl-2-oxoindolin-1-yl)-1-(piperidin-1-yl)cyclobutan-1-carbonitrile